FC=1C=CC2=C(NC(=N2)C=2C=C(NC3=CC=C(C=C3)N3CCN(CC3)C)C=CC2)C1 3-(6-fluoro-1H-benzo[d]imidazol-2-yl)-N-[4-(4-methylpiperazin-1-yl)phenyl]aniline